C(CCCCC)C(COC(CCCCCCCCBr)=O)CCCCCCCC.ClC1=C(C=C(C(=O)N)C=C1C(F)(F)F)C(F)(F)F 4-chloro-3,5-bis(trifluoromethyl)benzamide 2-Hexyldecyl-9-bromononanoate